N-hydroxyethyl-N'-hydroxyethoxyethylethylenediamine OCCNCCNCCOCCO